O([Si](C)(C)C(C)(C)C)C1C(OC(C1O[Si](C)(C)C(C)(C)C)C)N1C(N=C(C(=C1)F)NC(=O)NC=1C=NN2C1N=C(C=C2)NC2=CC(=C(C=C2)F)Cl)=O 1-{1-[3,4-di(tert-butyldimethylsiloxy)-5-methyltetrahydrofuran-2-yl]-5-fluoro-2-oxo-1,2-dihydropyrimidin-4-yl}-3-[5-(3-chloro-4-fluorophenylamino)-pyrazolo[1,5-a]pyrimidin-3-yl]-urea